N-Methyl-3-aminopropyltrimethoxysilan CNCCC[Si](OC)(OC)OC